3-chloro-N-{1-[3-bromo-1-pyrimidinyl-1H-1,2,4-triazol-5-yl]ethyl}-5-(methylsulfonyl)benzamide ClC=1C=C(C(=O)NC(C)C2=NC(=NN2C2=NC=CC=N2)Br)C=C(C1)S(=O)(=O)C